6-(bromomethyl)imidazo[1,2-a]pyridine-8-carboxylic acid methyl ester COC(=O)C=1C=2N(C=C(C1)CBr)C=CN2